FC=1C=C(C=CC1F)N1C=2N(CCC1)N=C(N2)NC2=CC(=C(C=C2)C2=CC(=NN2)C)OC 4-(3,4-difluorophenyl)-N-[3-methoxy-4-(3-methyl-1H-pyrazol-5-yl)phenyl]-6,7-dihydro-5H-[1,2,4]triazolo[1,5-a]pyrimidin-2-amine